tert-Butyl 2-(4-(2-(2-aminopyridin-3-yl)-5-phenyl-3H-imidazo[4,5-b]pyridin-3-yl)benzyl)-2,6-diazaspiro[3.4]octane-6-carboxylate NC1=NC=CC=C1C1=NC=2C(=NC(=CC2)C2=CC=CC=C2)N1C1=CC=C(CN2CC3(C2)CN(CC3)C(=O)OC(C)(C)C)C=C1